2-({2-[(2-methoxyethoxy)methyl]-6-(trifluoromethyl)pyridin-3-yl}carbonyl)cyclohexane COCCOCC1=NC(=CC=C1C(=O)C1CCCCC1)C(F)(F)F